CC(C(=O)OCOC1=NC2=CC(=CC=C2C=C1)OCCCCN1CCN(CC1)C1=CC=CC=2SC=CC21)(CCCCCCCCCCCC)C (7-(4-(4-(benzo[b]thiophen-4-yl)piperazin-1-yl)butoxy)quinolin-2-yloxy)methyl 2,2-dimethyltetradecanoate